BrC1=C(C=C(N(C)C)C=C1)[N+](=O)[O-] 4-bromo-N,N-dimethyl-3-nitroaniline